BrC1=NC=CC=C1OC 2-bromo-3-methoxypyridine